NC1=CC(=CC(=N1)N1C(C2=CC(=CC(=C2C1)C(F)(F)F)CN1C[C@H](CCC1)C)=O)C1(COC1)CC1=NN=CN1C (S)-2-(6-amino-4-(3-((4-methyl-4H-1,2,4-triazol-3-yl)methyl)oxetan-3-yl)pyridin-2-yl)-6-((3-methylpiperidin-1-yl)methyl)-4-(trifluoromethyl)isoindolin-1-one